ClC1=C(CN2CC3C(C2)CN(C3)C(=O)N3N=C(C=C3)C(=O)N)C=C(C=C1)Cl 1-(5-(2,5-dichlorobenzyl)octahydropyrrolo[3,4-c]pyrrole-2-carbonyl)-1H-pyrazole-3-carboxamide